COC(=O)C1=[N+](C=CC=C1)C1=CC=C(C=C1)C 2-methoxycarbonyl-1-(p-tolyl)pyridinium